OC[C@H](C[C@H]1C(NCC1)=O)NC([C@H](CC(C)C)NC(OCC12CC3(C[C@H](C[C@@H](C1)C3)C2)O)=O)=O ((1R,3R,5R,7S)-3-Hydroxyadamantan-1-yl)methyl ((S)-1-(((S)-1-hydroxy-3-((S)-2-oxopyrrolidin-3-yl)propan-2-yl)amino)-4-methyl-1-oxopentan-2-yl)carbamate